N-(2,6-difluorophenyl)-1,3-dimethyl-1H-pyrazol-5-amine FC1=C(C(=CC=C1)F)NC1=CC(=NN1C)C